N1=CNC2=NC=CC(=C21)C=2C=NN(C2)C2=CC=C(C=N2)C(C(F)(F)F)OCC#N 2-(1-(6-(4-(3H-imidazo[4,5-b]pyridin-7-yl)-1H-pyrazol-1-yl)pyridin-3-yl)-2,2,2-trifluoroethoxy)acetonitrile